(R)-5-chloro-N-(3-(2-chlorophenyl)-1-oxo-1-(6-oxo-1,6-dihydropyridin-3-yl)propan-2-yl)-1H-indole-2-carboxamide ClC=1C=C2C=C(NC2=CC1)C(=O)N[C@@H](C(C1=CNC(C=C1)=O)=O)CC1=C(C=CC=C1)Cl